Citric acid triisostearyl ester C(CCCCCCCCCCCCCCC(C)C)OC(CC(O)(C(=O)OCCCCCCCCCCCCCCCC(C)C)CC(=O)OCCCCCCCCCCCCCCCC(C)C)=O